[Li]C(C)C1CCC(CC1)[Li] 1,4-dilithioethylcyclohexane